N1(CCCCC1)CCCOC=1C=C2C=CN(C2=CC1)S(=O)(=O)C=1C=C(C=CC1)/C=C/C(=O)OCC Ethyl (E)-3-(3-((5-(3-(Piperidin-1-yl)propoxy)-1H-indol-1-yl)sulfonyl)phenyl)acrylate